CC([C@H](C)N1C(C=CC2=C1N=C(N=C2)N[C@@H](C)C2=CC=C(C=N2)C=2CCN(CC2)C(=O)OC(C)(C)C)=O)C tert-butyl 6-[(1S)-1-({8-[(2S)-3-methylbutan-2-yl]-7-oxo-7,8-dihydropyrido[2,3-d]pyrimidin-2-yl} amino) ethyl]-3',6'-dihydro-3,4'-bipyridine-1'(2'h)-carboxylate